(S)-quinuclidin-3-yl (5-(4-cyclopropylphenyl)-6-fluoro-2,2-dimethyl-2,3-dihydro-1H-inden-1-yl)carbamate C1(CC1)C1=CC=C(C=C1)C=1C=C2CC(C(C2=CC1F)NC(O[C@@H]1CN2CCC1CC2)=O)(C)C